(3S,4R)-4-amino-3-methylchroman-3-ol N[C@H]1[C@@](COC2=CC=CC=C12)(O)C